1-(4-((4-((5-(benzo[d]thiazol-6-yl)-2-methoxyphenyl)amino)-7-methoxyquinazolin-6-yl)oxy)piperidin-1-yl)prop-2-en-1-one S1C=NC2=C1C=C(C=C2)C=2C=CC(=C(C2)NC2=NC=NC1=CC(=C(C=C21)OC2CCN(CC2)C(C=C)=O)OC)OC